methyl-1,1-dioxo-1λ6-thiane-4-carboxamide CC1S(CCC(C1)C(=O)N)(=O)=O